C1=CC=CC=2N(CC3=C(C#CC21)C=CC=C3)C(CCC(=O)NCC(=O)NCC(=O)N[C@@H](CC3=CC=CC=C3)C(=O)N[C@@H](CCSC)C(=O)O)=O N-[4-(11,12-Didehydrodibenzo[b,f]azocin-5(6H)-yl)-4-oxobutanoyl]glycylglycyl-L-phenylalanyl-L-methionine